COC1(C=C(C(N(C1C)C1=CC(=CC=C1)C(F)(F)F)=O)C(=O)NCC1=CC=C(C=C1)S(=O)(=O)C)C(=O)N 5-methoxy-6-methyl-N3-[4-(methylsulfonyl)benzyl]-2-oxo-1-[3-(trifluoromethyl)phenyl]-1,2-dihydropyridine-3,5-dicarboxamide